1-[[4-[[4-[[2-(6-methyl-2-pyridyl)pyrimidin-4-yl]amino]pyrimidin-2-yl]amino]phenyl]methyl]piperidin-4-ol CC1=CC=CC(=N1)C1=NC=CC(=N1)NC1=NC(=NC=C1)NC1=CC=C(C=C1)CN1CCC(CC1)O